CS(=O)(=O)NC=1C=C(C=CC1)NC(C1=CC(=C(C=C1)N1CCCC1)[N+](=O)[O-])=O N-(3-(methylsulfonamido)phenyl)-3-nitro-4-(pyrrolidin-1-yl)benzamide